(R)-2-phenylazetidin C1(=CC=CC=C1)[C@@H]1NCC1